5-chloro-N-(3-fluorophenyl)thieno[3,2-b]pyridin-3-amine ClC1=CC=C2C(=N1)C(=CS2)NC2=CC(=CC=C2)F